N-(4,4-difluoro-1-hydroxy-2-methylbutan-2-yl)-2-methyl-5-[(4-methyl-1,3-thiazol-5-yl)methoxy]-2H-indazole-3-carboxamide FC(CC(CO)(C)NC(=O)C=1N(N=C2C=CC(=CC12)OCC1=C(N=CS1)C)C)F